4-(7',8'-dihydro-5'H-spiro[1,3-dioxolane-2,6'-quinolin]-3'-ylamino)-2-[p-(3-morpholinopropoxy)phenylamino]pyrimidine N1=CC(=CC=2CC3(CCC12)OCCO3)NC3=NC(=NC=C3)NC3=CC=C(C=C3)OCCCN3CCOCC3